3-[(3-Bromophenyl)sulfanyl]-5,6-diethylpyridazine-4-carboxylic acid BrC=1C=C(C=CC1)SC=1N=NC(=C(C1C(=O)O)CC)CC